[Br-].OCCN1C=NC(=C1)CCCCCCCCCCCCCCCC 1-(2-hydroxyethyl)-4-hexadecylimidazole bromide salt